(2S,5R)-7-oxo-N-(piperidin-4-yl)-6-(sulfooxy)-1,6-diazabicyclo[3.2.1]octane-2-carboxamide O=C1N([C@@H]2CC[C@H](N1C2)C(=O)NC2CCNCC2)OS(=O)(=O)O